7-((4-(4-Fluorophenoxy)benzyl)oxy)-3-hydroxy-6-methoxy-1-oxoisochromane-5-carbaldehyde FC1=CC=C(OC2=CC=C(COC=3C(=C(C=4CC(OC(C4C3)=O)O)C=O)OC)C=C2)C=C1